1-butyl-3-methylimidazolium imidazole salt N1C=NC=C1.C(CCC)N1C=[N+](C=C1)C